C(C1=CC=CC=C1)OC(=O)NC1C[C@@H]2[C@@H](CN(C2)CC2CCN(CC2)C(=O)OC(C)(C)C)C1 tert-butyl 4-(((3aR,5s,6aS)-5-(((benzyloxy)carbonyl)amino)hexahydrocyclopenta[c]pyrrol-2(1H)-yl)methyl)piperidine-1-carboxylate